C1=CC=C(C=C1)NC(=O)C(F)(F)F 2,2,2-trifluoro-N-phenylacetamide